6-chloro-7-(2-fluorophenyl)-4-((2S)-2-methyl-4-(2-propenoyl)-1-piperazinyl)-1-(6-oxo-4-(2-propanyl)-1,6-dihydro-5-pyrimidinyl)pyrido[2,3-d]pyrimidin-2(1H)-one ClC1=CC2=C(N(C(N=C2N2[C@H](CN(CC2)C(C=C)=O)C)=O)C2=C(N=CNC2=O)C(C)C)N=C1C1=C(C=CC=C1)F